(R)-N-(3-(5-fluoro-2-(3-fluoro-4-(tetrahydrofuran-3-yloxy)phenylamino)pyrimidin-4-ylamino)phenyl)acrylamide FC=1C(=NC(=NC1)NC1=CC(=C(C=C1)O[C@H]1COCC1)F)NC=1C=C(C=CC1)NC(C=C)=O